N-(3-chloro-4-chlorophenyl)maleimide ClC=1C=C(C=CC1Cl)N1C(C=CC1=O)=O